3-[4-(1,1-Dioxo-1,2-thiazolidin-2-yl)anilino]-5-(methylamino)-6-(3-methylimidazo[4,5-c]pyridin-7-yl)pyrazin-2-carboxamid O=S1(N(CCC1)C1=CC=C(NC=2C(=NC(=C(N2)NC)C=2C3=C(C=NC2)N(C=N3)C)C(=O)N)C=C1)=O